4-(5-((2-chlorophenyl)amino)-1H-pyrazolo[4,3-b]pyridin-1-yl)-N-(1-methyl-1H-imidazol-2-yl)thiophene-2-carboxamide ClC1=C(C=CC=C1)NC1=CC=C2C(=N1)C=NN2C=2C=C(SC2)C(=O)NC=2N(C=CN2)C